tert-butyl 6-(4-methoxybenzoyl)-2,6-diazaspiro[3.3]heptane-2-carboxylate COC1=CC=C(C(=O)N2CC3(CN(C3)C(=O)OC(C)(C)C)C2)C=C1